2,2-difluoroethyl 3-{[(2E)-3-(benzenesulfonyl) prop-2-en-1-yl] carbamoyl}-2-oxo-1,2,5,6,7,8-hexahydro-1,6-naphthyridine-6-carboxylate C1(=CC=CC=C1)S(=O)(=O)/C=C/CNC(=O)C=1C(NC=2CCN(CC2C1)C(=O)OCC(F)F)=O